CC1=CC(OC2=CC(=CC=C12)C)=O 4,7-dimethyl-coumarin